decane-1,9-diol C(CCCCCCCC(C)O)O